FC1(CN(C1)C=1C=C(C=NC1)CNC(=O)C=1N=NN(C1)CCCCN1N=NC(=C1)C(NCC1=CC(=CC=C1)OC(F)(F)F)=O)F N-{[5-(3,3-difluoroazetidin-1-yl)pyridin-3-yl]methyl}-1-{4-[4-({[3-(trifluoromethoxy)phenyl]methyl}carbamoyl)-1H-1,2,3-triazol-1-yl]butyl}-1H-1,2,3-triazole-4-carboxamide